(R)-N-(3-((2-((3,5-dichloropyridin-2-yl)oxy)butanamido)methyl)phenyl)piperazine-1-carboxamide ClC=1C(=NC=C(C1)Cl)O[C@@H](C(=O)NCC=1C=C(C=CC1)NC(=O)N1CCNCC1)CC